5-chloro-N-{3,5-difluoro-4-[5-fluoro-2-(methylamino)quinazolin-6-yl]pyridin-2-yl}-2-methoxypyridine-3-sulfonamide ClC=1C=C(C(=NC1)OC)S(=O)(=O)NC1=NC=C(C(=C1F)C=1C(=C2C=NC(=NC2=CC1)NC)F)F